(7,8-difluoro-1,1,3-trioxo-4H-1lambda6,2,4-benzothiadiazin-2-yl)acetic acid FC1=C(C2=C(NC(N(S2(=O)=O)CC(=O)O)=O)C=C1)F